NC1=NC(N(C=C1F)[C@@H]1O[C@@]([C@H]([C@@H]1F)O)(CO[Si](C)(C)C(C)(C)C)CBr)=O 4-amino-1-[(2R,3S,4R,5R)-5-(bromomethyl)-5-{[(tert-butyldimethylsilyl)oxy]methyl}-3-fluoro-4-hydroxyoxolan-2-yl]-5-fluoropyrimidin-2-one